ClC1=C(C=CC(=C1)CNCCC1=CC=C(CCNC2=NC3=C(C4=CN=CC=C24)C=CC(=C3)C(=O)N)C=C1)C1=CC=CC=C1 5-((4-(2-(((2-Chloro-[1,1'-biphenyl]-4-yl)methyl)amino)ethyl)phenethyl)amino)benzo[c][2,6]naphthyridine-8-carboxamide